4-[(3S,5S)-4-tert-butoxycarbonyl-3,5-dimethyl-piperazin-1-yl]-2-[(1-tert-butoxycarbonylpyrrolidin-3-yl)methoxy]-1,3-benzothiazole-7-carboxylic acid C(C)(C)(C)OC(=O)N1[C@H](CN(C[C@@H]1C)C1=CC=C(C2=C1N=C(S2)OCC2CN(CC2)C(=O)OC(C)(C)C)C(=O)O)C